C1(=CC=CC=C1)C[Si](OO[Si](O)(O)O)(C)CCC phenyl-propyl-dimethylsiloxysilicic acid